2-(1-(2,4-bis(4-fluorophenyl)methyl-6-fluoroanilino)ethyl)-6-(1-(2,6-diethyl-4-methylanilino)ethyl)pyridine FC1=CC=C(C=C1)CC1=C(NC(C)C2=NC(=CC=C2)C(C)NC2=C(C=C(C=C2CC)C)CC)C(=CC(=C1)CC1=CC=C(C=C1)F)F